N-((4-(3-cyclopropyl-1,2,4-oxadiazol-5-yl)bicyclo[2.2.2]octan-1-yl)methyl)-N-(3-(3-cyclopropyl-1,2,4-oxadiazol-5-yl)phenyl)cyclohexanecarboxamide C1(CC1)C1=NOC(=N1)C12CCC(CC1)(CC2)CN(C(=O)C2CCCCC2)C2=CC(=CC=C2)C2=NC(=NO2)C2CC2